FC(CN1CC(NCC1)C1=CC=C(C(=O)OC)C=C1)F methyl 4-(4-(2,2-difluoroethyl)piperazin-2-yl)benzoate